5-bromo-1-((2-(trimethylsilyl)ethoxy)methyl)-1H-pyrazolo[3,4-c]pyridin-3-ylpyridin-2-yl-morpholine BrC=1C=C2C(=CN1)N(N=C2C2N(CCOC2)C2=NC=CC=C2)COCC[Si](C)(C)C